(1s,4s)-4-(5-chloro-4-((4-(piperidin-4-ylmethoxy)-5-(trifluoromethyl)pyrimidin-2-yl)amino)-1H-pyrazol-1-yl)-1-(ethylimino)hexahydro-1λ6-thiopyran 1-oxide ClC1=C(C=NN1C1CCS(CC1)(=NCC)=O)NC1=NC=C(C(=N1)OCC1CCNCC1)C(F)(F)F